5-Hydroxy-7-(4-hydroxyphenyl)-1-phenyl-1-heptene OC(CCC=CC1=CC=CC=C1)CCC1=CC=C(C=C1)O